2-{[(6-isochromanyl)methyl]amino}-2,5,5-trimethylhexanoic acid C1OCCC2=CC(=CC=C12)CNC(C(=O)O)(CCC(C)(C)C)C